C(C#CC)N(CC(=O)O)C 2-[BUT-2-YN-1-YL(METHYL)AMINO]ACETIC ACID